C(CCCCCCCCCCCCCCC)N1C(=C(C(C=C1)=O)OCC1=CC=C(C=C1)OC)C(C)=O N-hexadecyl-2-acetyl-3-(4-methoxybenzyloxy)-pyridin-4-one